C(C)OC(=O)C1=CC=C(C=C1)NC(=S)NC(CC(=O)O)C(NC(C(=O)OC)CC1=CC=CC=C1)=O 3-({[4-(ethoxycarbonyl)phenyl]carbamothioyl}amino)-3-[(1-methoxy-1-oxo-3-phenylpropan-2-yl)carbamoyl]propanoic acid